4-(methoxy-d3)-N-methylbenzamide C(OC1=CC=C(C(=O)NC)C=C1)([2H])([2H])[2H]